OC(C)(C)C=1C=CC(=C(C1)C=1C2=C(C(N(C1)C)=O)NC=C2)N2C(C=CC(=C2)N2CC(C2)CC2CCNCC2)=O 4-[5-(1-hydroxy-1-methyl-ethyl)-2-[2-oxo-5-[3-(4-piperidylmethyl)azetidin-1-yl]-1-pyridyl]phenyl]-6-methyl-1H-pyrrolo[2,3-c]pyridin-7-one